Ethyl 4-amino-2-chloro-3-((2-methoxyethyl)amino)benzoate NC1=C(C(=C(C(=O)OCC)C=C1)Cl)NCCOC